C12(CC3CC(CC(C1)C3)C2)C(=O)N2CCN(CC2)CC2=C3C(NC(=NC3=CC=C2)C)=O 5-((4-((1s,3s)-adamantane-1-carbonyl)piperazin-1-yl)methyl)-2-methyl-4-oxoquinazoline